S(=O)(=O)(O)C1C(=O)N(C(C1)=O)OC(CCCN1C(C=CC1=O)=O)=O Sulfo-(N-γ-maleimidobutyryl-oxysuccinimide)